(9aR,10S)-10-((S)-(2,3-difluorophenyl)(3-methoxyphenyl)methyl)-4-hydroxy-8,9,9a,10-tetrahydro-7H-pyrrolo[1',2':4,5]pyrazino[1,2-b]pyridazine-3,5-dione FC1=C(C=CC=C1F)[C@@H]([C@H]1[C@@H]2N(C(C=3N1N=CC(C3O)=O)=O)CCC2)C2=CC(=CC=C2)OC